1-(4-cyano-5-oxo-2-phenyl-2,5-dihydro-1H-pyrazol-3-yl)-3-((3S,4R)-4-(3,4-difluorophenyl)-1-(2-methoxyethyl)pyrrolidin-3-yl)urea C(#N)C1=C(N(NC1=O)C1=CC=CC=C1)NC(=O)N[C@@H]1CN(C[C@H]1C1=CC(=C(C=C1)F)F)CCOC